C1(CC1)C(=O)C=1N=C2N(N1)[C@@H](C[C@@H]2F)C2=C(C=CC=C2)F cyclopropyl-[(5S,7S)-7-fluoro-5-(2-fluorophenyl)-6,7-dihydro-5H-pyrrolo[1,2-b][1,2,4]triazol-2-yl]methanone